diisobutyl 2,3-dibutylsuccinate C(CCC)C(C(=O)OCC(C)C)C(C(=O)OCC(C)C)CCCC